5-(bromomethyl)-6,8-difluoroquinoxaline BrCC1=C2N=CC=NC2=C(C=C1F)F